tetrasodium terephthalate C(C1=CC=C(C(=O)[O-])C=C1)(=O)[O-].[Na+].[Na+].[Na+].[Na+].C(C1=CC=C(C(=O)[O-])C=C1)(=O)[O-]